C(C)(C)(C)OC(=O)N1CCN(CC1)C=1C=NC(=CC1C)N1C(=CC=C1C)C 4-(6-(2,5-dimethyl-1H-pyrrol-1-yl)-4-methylpyridin-3-yl)piperazine-1-carboxylic acid tert-butyl ester